FC1=C(C=CC(=C1)S(=O)(=O)C)NC(=O)C=1C=2C[C@@H]3[C@H](C2N(N1)C1=C(C=C(C=C1)F)F)C3 (1aR,5aR)-2-(2,4-Difluoro-phenyl)-1a,2,5,5a-tetrahydro-1H-2,3-diaza-cyclopropa[a]pentalene-4-carboxylic acid (2-fluoro-4-methanesulfonylphenyl)-amide